(S)-tert-butyl 3-(2-bromo-6-chloropyridin-4-yl)-4-(methylsulfonyl)piperazine-1-carboxylate BrC1=NC(=CC(=C1)[C@H]1CN(CCN1S(=O)(=O)C)C(=O)OC(C)(C)C)Cl